C(C)(C)(C)OC(=O)N1CCN(CCC1)C1=CN=C(S1)Br.BrC1=C(C=CC=C1)S(=O)(=O)N(COC)C1=NOC(=C1C)C 2-Bromo-N-(4,5-dimethylisoxazol-3-yl)-N-(methoxymethyl)benzenesulfonamide tert-butyl-4-(2-bromothiazol-5-yl)-1,4-diazepane-1-carboxylate